3-(2-(2-methylpyrrolidin-1-yl)ethyl)urea CC1N(CCC1)CCNC(N)=O